C[Si](C=1C2=CC=CC=C2C(=C2C=CC=C(C12)C#C)[Si](C)(C)C)(C)C 9,10-bis(trimethylsilyl)ethynylanthracene